tert-butyl 2-[[3-([3-[(1S)-1-[(4-methyl-4H-1,2,4-triazol-3-yl)sulfanyl]ethyl]phenyl]carbamoyl)isoquinolin-6-yl]oxy]acetate CN1C(=NN=C1)S[C@@H](C)C=1C=C(C=CC1)NC(=O)C=1N=CC2=CC=C(C=C2C1)OCC(=O)OC(C)(C)C